2-((4-methoxypyridin-2-yl)methyl)-3,4-dihydroisoquinolin-1(2H)-one COC1=CC(=NC=C1)CN1C(C2=CC=CC=C2CC1)=O